3-(2H-benzotriazol-2-yl)-5-(1,1-dimethylethyl)-4-hydroxy-benzenepropanoic acid N=1N(N=C2C1C=CC=C2)C=2C=C(C=C(C2O)C(C)(C)C)CCC(=O)O